BrC1=NN(C(=C1)C(=O)OCC)[C@@H](CNC(=O)OC(C)(C)C)C |r| Racemic-ethyl 3-bromo-1-{1-[(tert-butoxycarbonyl)amino]propan-2-yl}-1H-pyrazole-5-carboxylate